2-(4-((tetrahydrofuran-3-yl)methoxy)phenyl)ethanol O1CC(CC1)COC1=CC=C(C=C1)CCO